4-amino-N-(4-ethylphenyl)-N-isobutyl-2-(tetrahydro-2H-pyran-4-yl)chroman-6-sulfonamide trifluoroacetate FC(C(=O)O)(F)F.NC1CC(OC2=CC=C(C=C12)S(=O)(=O)N(CC(C)C)C1=CC=C(C=C1)CC)C1CCOCC1